BrC1=CC2=C(N(CO2)CC(COC)(C)C)C=C1OC 6-bromo-5-methoxy-3-(3-methoxy-2,2-dimethylpropyl)benzo[d]oxazole